2-(5-(dimethylamino)naphthalen-1-yl)acetic acid CN(C1=C2C=CC=C(C2=CC=C1)CC(=O)O)C